[Pd].BrC1=NN2C(NC(=C(C2=O)C=2CCN(CC2)C(=O)OC(C)(C)C)C)=N1 tert-butyl 4-(2-bromo-5-methyl-7-oxo-4,7-dihydro-[1,2,4]triazolo[1,5-a]pyrimidin-6-yl)-3,6-dihydropyridine-1(2H)-carboxylate Palladium